2-methyl-Cyclopentanone CC1C(CCC1)=O